BrC(C(=O)OCC1OC(OC1)(C)C)(F)F 2,2-DIMETHYL-1,3-DIOXOLAN-4-YL-METHYL 2-BROMO-2,2-DIFLUOROACETATE